4,4'-methylenebis-[3-hydroxy-2-naphthalenecarboxylic acid] C(C1=C(C(=CC2=CC=CC=C12)C(=O)O)O)C1=C(C(=CC2=CC=CC=C12)C(=O)O)O